(Z)-5-(benzofuran-6-ylmethylene)-3-methylimidazolidine-2,4-dione O1C=CC2=C1C=C(C=C2)\C=C/2\C(N(C(N2)=O)C)=O